α-hydroxynonanoic acid OC(C(=O)O)CCCCCCC